6-(1-methyl-1H-pyrazol-4-yl)-3-(pyridin-3-yl)pyrazolo[1,5-a]pyridine CN1N=CC(=C1)C=1C=CC=2N(C1)N=CC2C=2C=NC=CC2